C1(CC1)C(OC1=C(C=C(C=C1F)F)CNC(=O)C=1C(=NC=C(C1)C=1C=CC=2N(N1)C=C(N2)NC(CC)=O)OC)[2H] N-({2-[cyclopropyl(deutero)methoxy]-3,5-difluorophenyl}methyl)-2-methoxy-5-{2-propanamidoimidazo[1,2-b]pyridazin-6-yl}pyridine-3-carboxamide